diethyl {[5-(3-formylphenyl)-1-(4-methoxybenzyl)-1H-pyrazol-3-yl]methyl}phosphonate C(=O)C=1C=C(C=CC1)C1=CC(=NN1CC1=CC=C(C=C1)OC)CP(OCC)(OCC)=O